2-ethyl 8-(2-methoxyethyl) (1S,2S,5R)-4-oxo-3,8-diazabicyclo[3.2.1]octane-2,8-dicarboxylate O=C1N[C@@H]([C@@H]2CC[C@H]1N2C(=O)OCCOC)C(=O)OCC